3-(Benzo[D][1,3]dioxol-5-yl)-4-(2-hydroxyethyl)-6,7-dimethoxy-2-(4-methoxybenzyl)isoquinolin-1(2H)-one O1COC2=C1C=CC(=C2)C=2N(C(C1=CC(=C(C=C1C2CCO)OC)OC)=O)CC2=CC=C(C=C2)OC